(R)-7-(2-Morpholinopyrimidin-5-yl)-4-phenyl-3,4-dihydro-1H-benzo[4,5]imidazo[2,1-c][1,4]oxazine O1CCN(CC1)C1=NC=C(C=N1)C1=CC2=C(N=C3COC[C@H](N32)C3=CC=CC=C3)C=C1